N1N=C(N=C1)C1=CC=C(C=N1)C=1N=C2C(=NC1)NC(CN2C[C@@H]2CC[C@H](CC2)OC)=O 6-(6-(1H-1,2,4-triazol-3-yl)pyridin-3-yl)-4-((trans-4-methoxycyclohexyl)methyl)-3,4-dihydropyrazino[2,3-b]pyrazin-2(1H)-one